Cl.Cl.C[C@H]1N(CCN(C1)C)C(C(=O)O)CC 2-((R)-2,4-dimethylpiperazin-1-yl)butanoic acid dihydrochloride